CN1C(=NN=C1)S(=O)(=O)F 4-methyl-4H-1,2,4-triazole-3-sulfonyl fluoride